5-methyl-N-(3-(methylsulfinyl)phenyl)-3-(2-oxa-6-azaspiro[3.3]heptan-6-yl)-6-(trifluoromethyl)pyridazine-4-carboxamide CC=1C(=C(N=NC1C(F)(F)F)N1CC2(COC2)C1)C(=O)NC1=CC(=CC=C1)S(=O)C